Cl.NC(C#CC1=CC=C(C=C1)NC(OCCOC1=CC=C(C=C1)C(=O)C1=CC=C(C=C1)C1=C(C=CC(=C1)C(NC1CC1)=O)C)=O)CO 2-(4-(5'-(cyclopropylcarbamoyl)-2'-methyl-[1,1'-biphenyl]-4-carbonyl)phenoxy)ethyl (4-(3-amino-4-hydroxybut-1-yn-1-yl)phenyl)carbamate hydrochloride